N=C1SC=2C(=NC=C(C2)C(=O)[O-])N1 2-imino-2,3-dihydrothiazolo[4,5-b]pyridine-6-carboxylate